3-(prop-1-yn-1-yl)-1-((2-(trimethylsilyl)ethoxy)methyl)-1H-pyrazol-4-amine C(#CC)C1=NN(C=C1N)COCC[Si](C)(C)C